(S)-2-(3-chlorophenyl)-2,2-difluoro-1-phenylethyl ((S)-1-(((S)-1-hydroxy-3-((S)-2-oxopyrrolidin-3-yl)propan-2-yl)amino)-1-oxohexan-2-yl)carbamate OC[C@H](C[C@H]1C(NCC1)=O)NC([C@H](CCCC)NC(O[C@H](C(F)(F)C1=CC(=CC=C1)Cl)C1=CC=CC=C1)=O)=O